C1(CC1)C1=NC=NC(=C1C1=NC=2N(CC(N(C2C=N1)C)=O)CC1=CC=C(C=C1)C=1N(C=C(N1)C(F)(F)F)C(F)F)OC 2-(4-Cyclopropyl-6-methoxypyrimidin-5-yl)-8-((4-(1-(difluoromethyl)-4-(trifluoromethyl)-1H-Imidazol-2-yl)phenyl)methyl)-5-methyl-7,8-dihydropteridine-6(5H)-one